COC1CN(C1)C(=O)C1=CN(C2=C1C(N(C=C2C)C)=O)C 3-((3-methoxyazetidin-1-yl)carbonyl)-1,5,7-trimethyl-1,5-dihydro-4H-pyrrolo[3,2-c]pyridin-4-one